(2R,3R,4S,5R)-4-[[3-(3,4-difluoro-2-methoxy-phenyl)-4-ethyl-5-methyl-5-(trifluoromethyl)tetrahydrofuran-2-carbonyl]amino]pyridine-2-carboxamide FC=1C(=C(C=CC1F)[C@@H]1[C@@H](O[C@]([C@H]1CC)(C(F)(F)F)C)C(=O)NC1=CC(=NC=C1)C(=O)N)OC